diphenoxymethylene cyanide O(C1=CC=CC=C1)C(OC1=CC=CC=C1)(C#N)C#N